C(C)O[Si](O)(O)O.C[Si](C)(C)OS(=O)(=O)O[Si](C)(C)C.C(C)OS(=O)(=O)OCC.C(CCC)OP(=O)(OCCCC)OCCCC.C[Si](C)(C)P([Si](C)(C)C)[Si](C)(C)C Tris(trimethylsilyl)phosphine Tributyl-phosphate Diethyl-sulfate Bis(trimethylsilyl)sulfate Ethyl-silicate